C1(CCCCC1)N1C(C(NC2=CC=CC=C12)=O)=O 1-cyclohexylquinoxalin-2,3(1H,4H)-dione